5-methylamino-2-[3-(trimethoxysilyl)propyl]-2H-tetrazole CNC=1N=NN(N1)CCC[Si](OC)(OC)OC